F[C@H]1CN(CC[C@H]1NC1=CC=CC=2N1N=C(C2\C=C\C(F)(F)F)C#CCNC2=C(C=C(C(=O)NC)C=C2)OC)C 4-((3-(7-(((3S,4R)-3-fluoro-1-methylpiperidin-4-yl)amino)-3-((E)-3,3,3-trifluoroprop-1-en-1-yl)pyrazolo[1,5-a]pyridin-2-yl)prop-2-yn-1-yl)amino)-3-methoxy-N-methylbenzamide